(3E)-6-(ethoxymethoxy)-3-hexenyl-magnesium iodide C(C)OCOCC/C=C/CC[Mg]I